N4,5-dimethylpyrazolo[1,5-a]pyridine-3,4-diamine CNC=1C=2N(C=CC1C)N=CC2N